OCCN(CCO)CC(CCCCCCCCCCCC)O N,N-bis(2-hydroxyethyl)-2-hydroxymyristylamine